P(=O)(OC[C@@H]1O[C@H]([C@@H](C1)OC)N1C(NC(C=C1)=O)=O)(OCCCC)O.[Na] sodium ((2R,3R,4R,5R)-5-(2,4-dioxopyrimidin-1(2H)-yl)-4-methoxy-tetrahydrofuran-2-yl)-methyl butyl hydrogen phosphate